tert-butyl N-[2-(2,4,6-trichloro pyrimidin-5-yl)oxyethyl]carbamate ClC1=NC(=C(C(=N1)Cl)OCCNC(OC(C)(C)C)=O)Cl